3-(2-benzothiazolylthio)propionic acid S1C(=NC2=C1C=CC=C2)SCCC(=O)O